9-(4-((1-(3-fluoropropyl)azetidin-3-yl)methyl)phenyl)-8-(2-methoxy-5-(trifluoromethyl)phenyl)-6,7-dihydro-5H-benzo[7]annulene-3-carboxylic acid, hydrochloride Cl.FCCCN1CC(C1)CC1=CC=C(C=C1)C1=C(CCCC2=C1C=CC(=C2)C(=O)O)C2=C(C=CC(=C2)C(F)(F)F)OC